(R)-(7-bromo-4-((1-(2-methyl-3-(trifluoromethyl)phenyl)ethyl)amino)quinazolin-6-yl)dimethylphosphine BrC1=C(C=C2C(=NC=NC2=C1)N[C@H](C)C1=C(C(=CC=C1)C(F)(F)F)C)P(C)C